[Cl-].[Cl-].C(CC)C=1C(C2=CC=CC=C2C1)[Hf+2]C1C(=CC2=CC=CC=C12)CCC bis(2-n-propyl-indenyl)hafnium dichloride